C(C)(C)P(CCP(C(C)C)C(C)C)C(C)C 1,2-bis(di-isopropylphosphino)ethane